3-fluoro-2-hydroxy-5-(4-(2-(pyrrolidin-1-yl)pyridin-4-yl)piperazine-1-carbonyl)benzaldehyde FC=1C(=C(C=O)C=C(C1)C(=O)N1CCN(CC1)C1=CC(=NC=C1)N1CCCC1)O